(R)-N-(6-(1,2-dimethyl-1H-imidazol-5-yl)isoquinolin-3-yl)tetrahydrofuran-2-carboxamide 2-(2-allyloxyethoxy)ethyl-4-methylbenzenesulfonate C(C=C)OCCOCCOS(=O)(=O)C1=CC=C(C=C1)C.CN1C(=NC=C1C=1C=C2C=C(N=CC2=CC1)NC(=O)[C@@H]1OCCC1)C